CC=1NC(=C(N1)C1=CC(=C(C(=C1)F)F)F)C=1C=C2C=NNC2=CC1 5-(2-Methyl-4-(3,4,5-trifluorophenyl)-1H-imidazol-5-yl)-1H-indazole